dipotassium diphenylsulfide C1(=CC=CC=C1)SC1=CC=CC=C1.[K].[K]